perfluoro ethylene carbonate C(O)(O)=O.FC(=C(F)F)F